8-((6-chloropyridin-3-yl)methyl)-3-(4-(methylsulfanyl)phenyl)pyrido[2,3-d]pyrimidine-2,4(3H,8H)-dione ClC1=CC=C(C=N1)CN1C=CC=C2C1=NC(N(C2=O)C2=CC=C(C=C2)SC)=O